Tert-Butyl 6-bromo-4-oxo-3,4-dihydro-1,8-naphthyridine-1(2H)-carboxylate BrC=1C=C2C(CCN(C2=NC1)C(=O)OC(C)(C)C)=O